(S)-1-(3-(8-amino-1-((3,5-difluoro-2,6-dimethoxypyridin-4-yl)ethynyl)-5-(methoxymethyl)imidazo[1,5-a]pyrazin-3-yl)pyrrolidin-1-yl)prop-2-en-1-one NC=1C=2N(C(=CN1)COC)C(=NC2C#CC2=C(C(=NC(=C2F)OC)OC)F)[C@@H]2CN(CC2)C(C=C)=O